N-(2-cyanoethyl)-1-methyl-4-(1-methyl-4-nitro-1H-pyrrole-2-carboxamido)-1H-pyrrole-2-carboxamide C(#N)CCNC(=O)C=1N(C=C(C1)NC(=O)C=1N(C=C(C1)[N+](=O)[O-])C)C